CN=NC=NN methyl-formazan